C1(CC1)C=1C(=C2C(C(N(C2=C(C1)F)CC(=O)N[C@H]([C@@H](CC(=O)O)C(F)(F)F)C)=O)(C)C)F (3R,4S)-4-(2-(5-cyclopropyl-4,7-difluoro-3,3-dimethyl-2-oxoindolin-1-yl)acetamido)-3-(trifluoromethyl)pentanoic acid